N1(CCOCC1)C1=CC=C(C=C1)NS(=O)(=O)C1=CC=C(C=C1)NC(=O)NCC=1C=NC=CC1 1-(4-{[4-(morpholin-4-yl)phenyl]sulfamoyl}phenyl)-3-(pyridin-3-ylmethyl)urea